ethoxydi(3-methylphenyl)phosphine C(C)OP(C1=CC(=CC=C1)C)C1=CC(=CC=C1)C